(R)-4-(2,6-dimethylphenyl)-2-oxazolidinone CC1=C(C(=CC=C1)C)[C@H]1NC(OC1)=O